C(C1=CC=CC=C1)C(C(=O)NC=1C=NC2=C(C=CC=C2C1)F)(CC#C)C 2-benzyl-N-(8-fluoro-3-quinolyl)-2-methyl-pent-4-ynamide